(R)-2-(8-Fluoro-4-((1-methylpiperidin-3-yl)amino)pyrrolo[1,2-d][1,2,4]triazin-1-yl)-5-methylphenol FC=1C=CN2C(=NN=C(C21)C2=C(C=C(C=C2)C)O)N[C@H]2CN(CCC2)C